OCCCN1C=[N+](C=C1)C 1-(3-hydroxypropyl)-3-methylimidazolium